4-(4-hydroxy-7-(p-tolyl)pyrrolo[1,2-b]pyridazin-6-yl)benzonitrile OC=1C=2N(N=CC1)C(=C(C2)C2=CC=C(C#N)C=C2)C2=CC=C(C=C2)C